2,2'-bis(2-hydroxyethoxy)-6,6'-di-1-naphthyl-1,1'-binaphthyl OCCOC1=C(C2=CC=C(C=C2C=C1)C1=CC=CC2=CC=CC=C12)C1=C(C=CC2=CC(=CC=C12)C1=CC=CC2=CC=CC=C12)OCCO